acryloylaminopropyl-dimethyl-benzyl-ammonium chloride [Cl-].C(C=C)(=O)NCCC[N+](CC1=CC=CC=C1)(C)C